BrC1=C(C(=C(C(=C1OC)C1=CC=CC=C1)Br)OC)C1=CC=CC=C1 2',5'-dibromo-3',6'-dimethoxy-1,1':4',1''-terphenyl